3-chloro-5-fluoro-benzamide ClC=1C=C(C(=O)N)C=C(C1)F